(S)-5-((5-(4-phenyl-5,6-dihydrocyclopenta[d][1,2,3]triazol-2(4H)-yl)pyridin-3-yl)ethynyl)pyrimidin-2-amine C1(=CC=CC=C1)[C@@H]1CCC2=NN(N=C21)C=2C=C(C=NC2)C#CC=2C=NC(=NC2)N